methyl-6-(4-(1-(4-chloro-3-fluorophenyl)-3,3-diethyl-2,3-dihydro-1H-pyrrolo[3,2-b]pyridine-5-carbonyl)-3,3-dimethylpiperazin-1-yl)-2,4-dimethylnicotinic acid CC=1C(=NC(=C(C(=O)O)C1C)C)N1CC(N(CC1)C(=O)C1=CC=C2C(=N1)C(CN2C2=CC(=C(C=C2)Cl)F)(CC)CC)(C)C